ClC1=C(C(=CC=C1)Cl)/C(/N1CC2(C1)CCC2(F)F)=N\NS(=O)(=O)C2=CC=C(C=C2)C N-[(E)-[(2,6-dichlorophenyl)-(7,7-difluoro-2-azaspiro[3.3]heptan-2-yl)methylene]amino]-4-methyl-benzenesulfonamide